tert-butyl 3-[[4-[[[2-ethyl-4-[[3-[2-fluoro-6-(3-methyl-1H-pyrazol-4-yl)-3-pyridyl]imidazo[1,2-a]pyrazin-8-yl]amino]benzoyl]amino]methyl]-1-piperidyl]methyl]azetidine-1-carboxylate C(C)C1=C(C(=O)NCC2CCN(CC2)CC2CN(C2)C(=O)OC(C)(C)C)C=CC(=C1)NC=1C=2N(C=CN1)C(=CN2)C=2C(=NC(=CC2)C=2C(=NNC2)C)F